C(C)(C)(C)OC(=O)NCCOC1=C(C=CC=C1)C1=C(C=C2CCN(C2=C1)C(=O)C=1C=C(C(=O)OC)C=CC1OC)F methyl 3-[6-[2-[2-(tert-butoxycarbonylamino)ethoxy]phenyl]-5-fluoro-indoline-1-carbonyl]-4-methoxybenzoate